CC1=C(C(=CC=C1)C)OC 2,6-dimethyl-anisole